BrC1=C(C(=O)OC)C=CC(=C1)COC1=CC(=CC=C1)C(NCCCCCCNC(=O)OC(C)(C)C)=O methyl 2-bromo-4-((3-(6-(tert-butoxycarbonylamino)hexylcarbamoyl)phenoxy)methyl)benzoate